tert-butyl ((4-oxo-7-(4,4,5,5-tetramethyl-1,3,2-dioxaborolan-2-yl)-3,4-dihydrophthalazin-1-yl)methyl)carbamate O=C1NN=C(C2=CC(=CC=C12)B1OC(C(O1)(C)C)(C)C)CNC(OC(C)(C)C)=O